ClC=1C=C(C=CC1)C1=C2N=C(C(=NC2=CC=C1)C(=O)N)CC=1SC(=CC1)C1=CC(=C(C=C1)OC(Cl)(Cl)Cl)C (3-chlorophenyl)-((5-(3-methyl-4-(trichloromethoxy)phenyl)thiophen-2-yl)methyl)quinoxaline-2-carboxamide